CC(C(=O)O)=CC(CCCCCCCCCCCCCCCC)C 2,4-dimethyl-2-eicosenoic acid